3-(1-thioxo-4-((4-(5-(trifluoromethyl)pyridin-2-yl)piperazin-1-yl)methyl)isoindolin-2-yl)piperidine-2,6-dione S=C1N(CC2=C(C=CC=C12)CN1CCN(CC1)C1=NC=C(C=C1)C(F)(F)F)C1C(NC(CC1)=O)=O